methyl 4-[3-[(tert-butoxycarbonyl)amino]-4-fluoropiperidin-1-yl]-6-chloropyrido[3,2-d]pyrimidine-8-carboxylate C(C)(C)(C)OC(=O)NC1CN(CCC1F)C=1C2=C(N=CN1)C(=CC(=N2)Cl)C(=O)OC